C(C1=CC=CC=C1)N(C(C1=C(C=C(C(=C1)Cl)O)O)=O)C N-benzyl-5-chloro-2,4-dihydroxy-N-methylbenzamide